FC(C(=O)O)(F)F.NCC(CN1N=NN(C1=O)C1=CC=C(C=C1)C1=CC=C(C=C1)S(=O)(=O)C)=C(F)F 1-[2-(aminomethyl)-3,3-difluoro-allyl]-4-[4-(4-methylsulfonylphenyl)phenyl]tetrazol-5-one trifluoroacetate